tert-butyl((3R)-3-(8-(4-(trifluoromethyl) cyclohex-1-en-1-yl) quinoline-3-carboxamido) butyl) carbamate C(N)(OCC[C@@H](CC(C)(C)C)NC(=O)C=1C=NC2=C(C=CC=C2C1)C1=CCC(CC1)C(F)(F)F)=O